C(CCCCCCC\C=C/CC=CCCCCC)O cis-octadecan-9,12-dien-1-ol